3-({[(1S)-6-(2-fluoro-4-methylphenoxy)-1,2,3,4-tetrahydronaphthalen-1-yl]methyl}amino)pyridine-4-carboxylic acid methyl ester COC(=O)C1=C(C=NC=C1)NC[C@H]1CCCC2=CC(=CC=C12)OC1=C(C=C(C=C1)C)F